BrC=1C=CC2=C(C=C(O2)B(O)O)C1 (5-bromobenzofuran-2-yl)boronic acid